C(C)OC(C=C)=O.C1(\C=C/C(=O)O1)=O maleic-anhydride ethyl-acrylate